(4-methoxy-pyrimidin-2-yl)-amine COC1=NC(=NC=C1)N